8-Isopropyl-2-(methylsulfanyl)-1H-pyrazolo[1,5-a][1,3,5]triazin-4-one C(C)(C)C=1C=NN2C1NC(=NC2=O)SC